Cyanophenyl-spirobifluorene tert-butyl-N-(4-((4-((2-((S)-2-cyano-4,4-difluoropyrrolidin-1-yl)-2-oxoethyl)carbamoyl)quinolin-8-yl)amino)-4-oxobutanoyl)-S-trityl-L-cysteinate C(C)(C)(C)OC([C@@H](NC(CCC(=O)NC=1C=CC=C2C(=CC=NC12)C(NCC(=O)N1[C@@H](CC(C1)(F)F)C#N)=O)=O)CSC(C1=CC=CC=C1)(C1=CC=CC=C1)C1=CC=CC=C1)=O.C(#N)C1=C(C2(C3=CC4=CC=CC=C4C3=C1)C=CC=C1C3=CC=CC=C3C=C12)C1=CC=CC=C1